3-(6-amino-1-(4,4-difluorocyclohexyl)-1H-indol-3-yl)benzonitrile NC1=CC=C2C(=CN(C2=C1)C1CCC(CC1)(F)F)C=1C=C(C#N)C=CC1